3-methyl-1-oxobutan-2-aminium trifluoroacetat FC(C(=O)[O-])(F)F.CC(C(C=O)[NH3+])C